C1(=CC=CC2=CC=CC=C12)C=1C2=CC=CC=C2C(=C2C=CC=CC12)C1=CC=C(C=C1)C1=CC2=CC=CC=C2C=C1 9-(1-naphthyl)-10-(4-(2-naphthyl)phenyl)anthracene